5-[(1S,4S,5R)-5-[[5-cyclopropyl-3-(2,6-dichlorophenyl)-1,2-oxazol-4-yl]methoxy]-2-azabicyclo[2.2.1]heptan-2-yl]-1-methyl-1H-pyrazole-3-carboxylic acid C1(CC1)C1=C(C(=NO1)C1=C(C=CC=C1Cl)Cl)CO[C@H]1[C@@H]2CN([C@H](C1)C2)C2=CC(=NN2C)C(=O)O